(S)-3,3-difluoro-4-(methylamino)piperidine-1-carboxylic acid tert-butyl ester C(C)(C)(C)OC(=O)N1CC([C@H](CC1)NC)(F)F